NC1=NC(=C2N=CN(C2=N1)[C@H]1C=C[C@H](C1)COP(=O)(OC1=CC=CC=C1)N[C@@H](C)C(=O)OCC)OC ethyl ((((1S,4R)-4-(2-amino-6-methoxy-9H-purin-9-yl)cyclopent-2-en-1-yl)methoxy)(phenoxy)phosphoryl)-L-alaninate